N1C=C(C=2C1=CN=CC2)CCN 2-(1H-pyrrolo[2,3-c]pyridin-3-yl)ethane-1-amine